[Li].C(C)(C)(C)OC(C#CC=1N(C2=CC(=CC=C2C1)Br)CC1CC1)=O tert-Butyl-3-(6-bromo-1-(cyclopropylmethyl)-1H-indol-2-yl)propiolate Lithium